O=C1N(CCC1)CC1=CC=C(C#N)C=C1 4-[(2-Oxopyrrolidin-1-yl)methyl]benzonitrile